tert-butyl (R)-(1-(2-isopropyl-1-methyl-5-nitro-1H-benzo[d]imidazol-4-yl)pyrrolidin-3-yl)carbamate C(C)(C)C1=NC2=C(N1C)C=CC(=C2N2C[C@@H](CC2)NC(OC(C)(C)C)=O)[N+](=O)[O-]